CN1N=CC(=C1)N1C(NC2=C1C=CC=C2)=O 1-(1-methyl-1H-pyrazol-4-yl)-1H-benzo[d]imidazol-2(3H)-one